C([C@@H](O)C)(=O)[O-].[Mg+2].C([C@@H](O)C)(=O)[O-] magnesium L-lactate salt